BrC1=CC=C(C=C1)NC(=O)[C@H]1NCC[C@@H]1O (2S,3S)-N-(4-bromophenyl)-3-hydroxy-pyrrolidine-2-carboxamide